[Na+].[Na+].S(=O)(=O)([O-])C=1C=C(C(=O)[O-])C=CC1 3-sulfobenzoic acid disodium salt